4-((2-amino-6-methoxy-7-(3-(pyrrolidin-1-yl)propoxy)quinazolin-4-yl)amino)tetrahydro-2H-thiopyran 1,1-dioxide NC1=NC2=CC(=C(C=C2C(=N1)NC1CCS(CC1)(=O)=O)OC)OCCCN1CCCC1